zinc dl-lactate, trihydrate O.O.O.C(C(O)C)(=O)[O-].[Zn+2].C(C(O)C)(=O)[O-]